O=C1NC2=C(N1C(=O)OC(C)(C)C)C=CC=C2 tert-butyl 2-oxo-2,3-dihydro-1H-1,3-benzodiazole-1-carboxylate